C(C)(C)(C)N1[C@H](C[C@](C1)(C(F)(F)C1=C(C=CC=C1)Br)C)C 1-(t-butyl)2,4-dimethyl-(2S,4R)-4-((2-bromophenyl)difluoromethyl)pyrrolidine